ClC=1C=NN(C(C1Cl)=O)[C@@H]1CC[C@H](CC1)N1C(N(C2=C1C=CC=C2)C)=O trans-1-[4-(4,5-dichloro-6-oxo-pyridazin-1-yl)cyclohexyl]-3-methyl-benzimidazol-2-one